N[C@H](C(=O)O)CCCCNC(COCCOCCNC(CC[C@@H](C(=O)OC(C)(C)C)NC(CCCCCCCCCCCCCCCCC(=O)OC(C)(C)C)=O)=O)=O (2S)-2-amino-6-[[2-[2-[2-[[(4S)-5-tert-butoxy-4-[(18-tert-butoxy-18-oxo-octadecanoyl)amino]-5-oxo-pentanoyl]amino]ethoxy]ethoxy]acetyl]amino]hexanoic acid